(1R,3S)-3-{5-[(7-fluoro-2-methyl-1,1-dioxo-2,3-dihydro-1λ6-benzo[2,1-d][1,2]thiazol-4-yl)amino]-1-(2-methylprop-2-yl)pyrazol-3-yl}cyclopentyl (prop-2-ylamino)methanoate CC(C)NC(=O)O[C@H]1C[C@H](CC1)C1=NN(C(=C1)NC1=CC=C(C2=C1CN(S2(=O)=O)C)F)C(C)(C)C